FS(C1=CC=C(C=C1)N1C=CC2=CC(=CC=C12)NC(C=C)=O)(F)(F)(F)F N-(1-(4-(pentafluoro-λ6-sulfanyl)phenyl)-1H-indol-5-yl)acrylamide